C(CCCC)C=1NC=CN1 2-amyl-imidazole